5-[2,5-difluoro-4-(1H-pyrazol-4-yl)phenyl]-N-methyl-N-(2,2,6,6-tetramethyl-piperidin-4-yl)pyrazin-2-amine FC1=C(C=C(C(=C1)C=1C=NNC1)F)C=1N=CC(=NC1)N(C1CC(NC(C1)(C)C)(C)C)C